O[C@H]1[C@@H](CN(CC1)C=1C=C(C=CC1)C=1N=C(SC1)NC(CNC(=O)C1=CN(C=C1)S(=O)(=O)C)=O)C N-[2-[[4-[3-[(3R,4R)-4-hydroxy-3-methyl-1-piperidinyl]phenyl]thiazol-2-yl]amino]-2-oxo-ethyl]-1-methylsulfonyl-pyrrole-3-carboxamide